FC1=C(C=CC=C1)C(CCC[C@@H](C)[C@H]1CC[C@H]2[C@@H]3C(C[C@H]4[C@H]([C@H](CC[C@]4(C)[C@H]3CC[C@]12C)O)O)=O)O 24-[(2-fluorophenyl)(hydroxy)methyl]-4β-hydroxy-3β-hydroxy-5α-cholane-7-one